[4-(5-chlorooxazolo[4,5-b]pyridin-2-yl)piperazin-1-yl]-[4-[1-(2,2-dimethylpropyl)imidazol-4-yl]phenyl]methanone ClC1=CC=C2C(=N1)N=C(O2)N2CCN(CC2)C(=O)C2=CC=C(C=C2)C=2N=CN(C2)CC(C)(C)C